1-(5-cyano-2-methoxyphenyl)-3-(isoquinolin-4-yl)-2-oxoimidazolidine-4-carbonitrile C(#N)C=1C=CC(=C(C1)N1C(N(C(C1)C#N)C1=CN=CC2=CC=CC=C12)=O)OC